C(C1=CC=CC=C1)OC[C@H](C)O (S)-(-)-1-benzyloxy-2-propanol